C12(CCC(CC1)(C2)C(=O)O)C(=O)O bicyclo[2.2.1]heptane-1,4-dicarboxylic acid